ClC1=CC=C(/C=C/C2=CN(C3=NC=C(C=C32)NC(CC#N)=O)C)C=C1 (E)-N-(3-(4-chlorostyryl)-1-methyl-1H-pyrrolo[2,3-b]pyridin-5-yl)-2-cyanoacetamide